isopropyl (1S,3S)-3-((6-(5-(hydroxymethyl)-1-methyl-1H-1,2,3-triazol-4-yl)-2-methylpyridin-3-yl)oxy)cyclohexane-1-carboxylate OCC1=C(N=NN1C)C1=CC=C(C(=N1)C)O[C@@H]1C[C@H](CCC1)C(=O)OC(C)C